O=C1C2OC2CC12CCN(CC2)C(=O)OC(C)(C)C tert-Butyl 2-oxo-6-oxaspiro[bicyclo[3.1.0]hexane-3,4'-piperidine]-1'-carboxylate